BrC1=NN(C(=N1)OC1=C(C(=CC=C1)Cl)F)C(C)C 3-bromo-5-(3-chloro-2-fluoro-phenoxy)-1-isopropyl-1,2,4-triazole